2-[4-[3-fluoro-4-(3,4,5-trifluorophenyl)phenyl]cyclohex-3-en-1-yl]-5-butyl-1,3-dioxane FC=1C=C(C=CC1C1=CC(=C(C(=C1)F)F)F)C1=CCC(CC1)C1OCC(CO1)CCCC